C(C)(C)C=1C(=NC2=CC3=C(C=C2C1C1=CC=C(C=C1)OC)C=NN3)OC3CC(C3)C(=O)O 3-[[6-isopropyl-5-(4-methoxyphenyl)-1H-pyrazolo[4,3-g]quinolin-7-yl]oxy]cyclobutanecarboxylic acid